BrC1=CC(=C(C=C1)CN1CCCC1)Cl (4-bromo-2-chlorophenylmethyl)pyrrolidine